S(=O)(OC1=C(C=C(C=C1)NC(CCN1C(C=CC1=O)=O)=O)Cl)[O-] 4-(3-(2,5-Dioxo-2,5-dihydro-1H-pyrrol-1-yl) propanamido)-2-chlorophenyl sulfite